4-(3-chloro-2-fluoro-6-methoxyphenyl)-6-methyl-N-(5-((((R)-tetrahydrofurane-3-yl)oxy)methyl)-1,3,4-thiadiazol-2-yl)nicotinamide ClC=1C(=C(C(=CC1)OC)C1=CC(=NC=C1C(=O)NC=1SC(=NN1)CO[C@H]1COCC1)C)F